1-decanoyl-2-hydroxy-sn-glycero-3-phosphocholine C(CCCCCCCCC)(=O)OC[C@@H](OO)COP(=O)([O-])OCC[N+](C)(C)C